CC(C#CC1=NN=C2N1C1=CC=CC=C1C(=N2)N(C2=CC=CC=C2)C)(C)C (3,3-dimethylbut-1-yn-1-yl)-N-methyl-N-phenyl-[1,2,4]triazolo[4,3-a]quinazolin-5-amine